NC1=C(C=C(C(=C1)S(=O)(=O)C)F)N1C(CCCC1)CO (1-(2-amino-5-fluoro-4-(methylsulfonyl)phenyl)piperidin-2-yl)methanol